6-3-cyclopropyl-N5-methyl-N5-(piperidin-4-yl)-N7-(4-(pyridin-2-yl)benzyl)pyrazolo[1,5-a]pyrimidine-5,7-diamine C1CC1C=1C(=NC=2N(C1NCC1=CC=C(C=C1)C1=NC=CC=C1)N=CC2)N(C2CCNCC2)C